O1-tert-butyl O2-methyl (2S,4S)-4-[tert-butoxycarbonyl-[6-[2-fluoro-3-(trifluoromethyl)phenyl]-2-pyridyl]amino]pyrrolidine-1,2-dicarboxylate C(C)(C)(C)OC(=O)N([C@H]1C[C@H](N(C1)C(=O)OC(C)(C)C)C(=O)OC)C1=NC(=CC=C1)C1=C(C(=CC=C1)C(F)(F)F)F